2-(benzyloxy)-1-iodo-4-(trifluoromethyl)benzene C(C1=CC=CC=C1)OC1=C(C=CC(=C1)C(F)(F)F)I